BrC=1C=C(C=C(C1)C)B(O)O 3-bromo-5-methylphenyl-boronic acid